(R)-1-((E)-4-(dimethylamino)but-2-enoyl)pyrrole CN(C/C=C/C(=O)N1C=CC=C1)C